NC1=C(C(=O)OC)C=CC=C1OC methyl 2-amino-3-methoxybenzoate